(5E)-2,6-dimethyl-1,5,7-octatrien-3-ol CC(=C)C(C\C=C(\C=C)/C)O